CB1OC([C@H]2N1CCC2)(C2=CC=CC=C2)C2=CC=CC=C2 (S)-1-methyl-3,3-diphenyl-3a,4,5,6-tetrahydropyrrolo[1,2-c][1,3,2]oxazaborole